ClC1=C(C=CC=C1)NC(=O)C1=CC=C(N(C)C2=NC(=NC=C2F)NC2=CC=C(C(=O)O)C=C2)C=C1 4-[[4-[4-[(2-chlorophenyl)carbamoyl]-N-methyl-anilino]-5-fluoro-pyrimidin-2-yl]amino]benzoic acid